C12(CCC(CC1)C2)N2CCCC2 norbornylpyrrolidine